6-(3-acetamido-1-pivaloyl-1H-indazol-4-yl)-N-(m-tolyl)-1-naphthamide C(C)(=O)NC1=NN(C2=CC=CC(=C12)C=1C=C2C=CC=C(C2=CC1)C(=O)NC=1C=C(C=CC1)C)C(C(C)(C)C)=O